C(C)(C)(C)C1=CC(=C(C=C1)C1=NC(=C(C(=N1)NCC1=CC=C(C=C1)OC)C(=O)OCC)C)C=O ethyl 2-(4-(tert-butyl)-2-formylphenyl)-4-((4-methoxybenzyl) amino)-6-methylpyrimidine-5-carboxylate